ClC=1C(N(C(=CC1OCC1=NC=C(C=C1F)F)C1CC1)C1=CC(=NC=C1C)C1=NC(=NC=C1)C(C)(C)O)=O (R)-3-chloro-6-cyclopropyl-4-((3,5-difluoropyridin-2-yl)methoxy)-2'-(2-(2-hydroxypropan-2-yl)pyrimidin-4-yl)-5'-methyl-2H-[1,4'-bipyridin]-2-one